C(C1=CC=CC=C1)OC(C)C1=CC(=CC=2N(CN(S(C21)(=O)=O)C(C(=O)O)C(C)C2=C(C(=CC=C2F)C)C)CCO[Si](C2=CC=CC=C2)(C2=CC=CC=C2)C(C)(C)C)Cl 2-(8-(1-(benzyloxy)ethyl)-4-(2-((tert-butyldiphenylsilyl)oxy)ethyl)-6-chloro-1,1-dioxido-3,4-dihydro-2H-benzo[e][1,2,4]thiadiazin-2-yl)-3-(6-fluoro-2,3-dimethylphenyl)butanoic acid